ClC1=CC=2N(C(C=3N(C2C=N1)C=CN3)=O)C3=C(C=CC=C3)C 3-Chloro-5-(o-tolyl)imidazo[1,2-a]pyrido[4,3-e]pyrazin-6(5H)-one